O([C@H]1[C@H](O)[C@@H](O)[C@H](O)[C@H](O1)CO)[C@H]1[C@H](O)[C@H](O)[C@@H](O)[C@@H](O1)C alpha-L-rhamnosyl-(1→6) beta-D-glucopyranoside